C1(=CC=CC=C1)CCCCNC(=O)C1=CN(C2=CC=CC=C12)CC1=CC=C(C=C1)C(NO)=O N-(phenylbutyl)-1-(4-(hydroxycarbamoyl)benzyl)-1H-indole-3-carboxamide